3-(6-fluoro-1-oxo-7-(4-(piperidin-4-ylmethyl)piperazine-1-yl)phthalazine-2(1H)-yl)piperidine-2,6-dione FC=1C=C2C=NN(C(C2=CC1N1CCN(CC1)CC1CCNCC1)=O)C1C(NC(CC1)=O)=O